8-oxa-3-azabicyclo[3.2.1]octanecarboxylate C12(CNCC(CC1)O2)C(=O)[O-]